FC1=C(C(=C(C=C1OC)OC)F)C=1N=C(C2=C(N1)C=NC(=C2)N[C@H]2[C@H](COC2)NC(C=C)=O)N2CCC(CC2)(C)OC N-((3R,4S)-4-((2-(2,6-difluoro-3,5-dimethoxyphenyl)-4-(4-methoxy-4-methylpiperidin-1-yl)pyrido[3,4-d]pyrimidin-6-yl)amino)tetrahydrofuran-3-yl)acrylamide